3-[3-[(3-Fluorophenyl)-methyl-carbamoyl]-4-methyl-2-oxo-7-(trifluoromethyl)-1H-quinolin-1-yl]-propionic acid FC=1C=C(C=CC1)N(C(=O)C=1C(N(C2=CC(=CC=C2C1C)C(F)(F)F)CCC(=O)O)=O)C